CC1=C(C=C2CN(C(C2=C1)=O)C1C(NC(CC1)=O)=O)S(=O)(=O)C 3-(6-methyl-5-(methylsulfonyl)-1-oxoisoindolin-2-yl)piperidine-2,6-dione